ethyl 2-methyl-5-(p-tolyl)furan-3-carboxylate CC=1OC(=CC1C(=O)OCC)C1=CC=C(C=C1)C